2-chloro-1-(2-(naphthalen-2-yl)-2-oxoethyl)pyridine ClC1N(C=CC=C1)CC(=O)C1=CC2=CC=CC=C2C=C1